(3-(1-(cyanomethyl)-1H-pyrazol-4-yl)-6-methoxy-1H-pyrazolo[4,3-b]pyridin-5-yl)-2,3-dihydro-1H-indene-1-carbonitrile C(#N)CN1N=CC(=C1)C1=NNC=2C1=NC(=C(C2)OC)C2(CCC1=CC=CC=C21)C#N